N1=C(C=CC2=CC=CC=C12)CN(C(C)=O)C1=C(C=CC=C1)C#CC=1C=CC=NC1 5-[2-(2-{N-[(chinolin-2-yl)methyl]acetamido}phenyl)ethynyl]pyridin